methyl hydrazinothiohydrazinoformate hydroiodide I.N(N)SNNC(=O)OC